The molecule is a member of the class of 1-benzofurans that is 1-benzofuran substituted by hydroxy groups at positions 4 and 6, a 3,4-dihydroxyphenyl group at position 2 and a methoxy carbonyl at position 3. Isolated from black colored rice bran of Oryza sativa, it exhibits antioxidant activity. It has a role as a metabolite and an antioxidant. It is a member of 1-benzofurans, a polyphenol and a carboxylic ester. COC(=O)C1=C(OC2=CC(=CC(=C21)O)O)C3=CC(=C(C=C3)O)O